(2,5-dioxopyrrolidin-1-yl) 6-[3-[2-[2-[2-[5-[(3aS,4S,6aR)-2-oxo-1,3,3a,4,6,6a-hexahydrothieno[3,4-d]imidazol-4-yl]pentanoylamino]ethoxy]ethoxy]ethoxy]phenoxy]pyridine-3-carboxylate O=C1N[C@H]2[C@@H](N1)CS[C@H]2CCCCC(=O)NCCOCCOCCOC=2C=C(OC1=CC=C(C=N1)C(=O)ON1C(CCC1=O)=O)C=CC2